6-((2,6-dimethylpyrimidin-4-yl)amino)-1-phenyl-1,2-dihydro-3H-pyrazolo[4,3-c]pyridin-3-one CC1=NC(=CC(=N1)NC1=CC2=C(C=N1)C(NN2C2=CC=CC=C2)=O)C